BrCC1=CC=C(C=C1)C=1OC(=NN1)C(F)(F)F [4-(bromomethyl)phenyl]-5-(trifluoromethyl)-1,3,4-oxadiazole